1-(5-(5-chloro-2-methoxypyridin-4-yl)-1H-pyrazole-3-carbonyl)-N-((6-methylimidazo[1,2-a]pyridin-2-yl)methyl)piperidine-4-carboxamide ClC=1C(=CC(=NC1)OC)C1=CC(=NN1)C(=O)N1CCC(CC1)C(=O)NCC=1N=C2N(C=C(C=C2)C)C1